tert-butyl 4-[[7-[(3-fluoro-2-pyridyl)oxy]-4-methyl-2-oxo-chromen-3-yl]methyl]indoline-1-carboxylate FC=1C(=NC=CC1)OC1=CC=C2C(=C(C(OC2=C1)=O)CC1=C2CCN(C2=CC=C1)C(=O)OC(C)(C)C)C